C(CCCCCCCCCCCCC)(=O)Cl Tetradecanoic acid chloride